2-[(3R)-1-[(2R)-2-[4-(2-chloro-4-fluoro-phenyl)-2-oxo-chromen-7-yl]oxypropionyl]-3-piperidinyl]acetic acid 2-morpholinoethyl ester O1CCN(CC1)CCOC(C[C@@H]1CN(CCC1)C([C@@H](C)OC1=CC=C2C(=CC(OC2=C1)=O)C1=C(C=C(C=C1)F)Cl)=O)=O